C1=CC=CC=2C3=CC=CC=C3C(C12)COC(=O)N[C@H](C(=O)O)CC1=C(C=CC(=C1)C)OC (S)-2-((((9H-fluoren-9-yl)methoxy)carbonyl)amino)-3-(2-methoxy-5-methylphenyl)propanoic acid